2-([1-(2-Fluorophenyl)-5-(3-methoxyphenyl)-1H-pyrazol-3-yl]methoxy)-2-methylpropanoic acid FC1=C(C=CC=C1)N1N=C(C=C1C1=CC(=CC=C1)OC)COC(C(=O)O)(C)C